COC=1C=C2C(=NC=NC2=CC1OC)N1CCN(CCC1)C(CNC(OC(C)(C)C)=O)=O tert-butyl (2-(4-(6,7-dimethoxyquinazolin-4-yl)-1,4-diazepan-1-yl)-2-oxoethyl)carbamate